(1R,3R)-1-(2,6-difluoro-4-iodophenyl)-3-methyl-2,3,4,9-tetrahydro-1H-pyrido[3,4-b]indole FC1=C(C(=CC(=C1)I)F)[C@H]1N[C@@H](CC2=C1NC1=CC=CC=C21)C